[NH+]12CC[NH+](CC1)CC2 1,4-diazoniabicyclo[2.2.2]octane